C1(CC1)C1=NOC(=N1)C(C1CCN(CC1)C(=O)N1CC2(C1)CC(C2)N2N=C(N=C2)C2CC2)C2=CC=C(C=C2)F (4-((3-cyclopropyl-1,2,4-oxadiazol-5-yl)(4-fluorophenyl)methyl)piperidin-1-yl)(6-(3-cyclopropyl-1H-1,2,4-triazol-1-yl)-2-azaspiro[3.3]heptan-2-yl)methanone